ClC=1C=CC=2N(C1)N=CC2S(=O)(=O)NC2=NC(=C(C(=N2)OC)CCCF)OC 6-chloro-N-(5-(3-fluoropropyl)-4,6-dimethoxypyrimidin-2-yl)pyrazolo[1,5-a]pyridine-3-sulfonamide